1-acetyl-4-(3-(cyclopropylmethoxy)-4-(difluoromethoxy)phenyl)-N-(3-oxoisoindol-5-yl)pyrrolidine-2-carboxamide C(C)(=O)N1C(CC(C1)C1=CC(=C(C=C1)OC(F)F)OCC1CC1)C(=O)NC=1C=C2C(N=CC2=CC1)=O